The molecule is a brassinosteroid that is campesterol bearing an additional 22S-hydroxy substituent. It is a brassinosteroid, a 3beta-sterol, a 22-hydroxy steroid and a 3beta-hydroxy-Delta(5)-steroid. It derives from a hydride of a campestane. C[C@H](C[C@@H]([C@@H](C)[C@H]1CC[C@@H]2[C@@]1(CC[C@H]3[C@H]2CC=C4[C@@]3(CC[C@@H](C4)O)C)C)O)C(C)C